3-(octadec-17-yn-1-ylthio)propyl hydrogen ((((R)-1-(6-amino-9H-purin-9-yl)propan-2-yl)oxy)methyl)phosphonate NC1=C2N=CN(C2=NC=N1)C[C@@H](C)OCP(OCCCSCCCCCCCCCCCCCCCCC#C)(O)=O